2-aminomethyl-2-methyl-1,3-propylenediamine NCC(CN)(CN)C